FC(C(C)OC1=CC2=C(CNCCC2)C=C1)(F)F 7-((1,1,1-trifluoropropan-2-yl)oxy)-2,3,4,5-tetrahydro-1H-benzo[c]Azepine